5-MethylUridine CC=1C(NC(N([C@H]2[C@H](O)[C@H](O)[C@@H](CO)O2)C1)=O)=O